2-(2-(1-chlorocyclopropyl)-3-(2-chlorophenyl)-2-hydroxypropyl)-2,4-dihydro-3H-1,2,4-triazole-3-thione ClC1(CC1)C(CN1N=CNC1=S)(CC1=C(C=CC=C1)Cl)O